CC1([N@](C1)C(=O)OCC1=CC=CC=C1)C(=O)OC 1-benzyl 2-methyl (S)-2-methylaziridine-1,2-dicarboxylate